COC1=CC=C(CC2=NN(C(=N2)C2CNCCO2)C2CCN(CC2)C)C=C1 2-(3-(4-Methoxybenzyl)-1-(1-methylpiperidin-4-yl)-1H-1,2,4-triazol-5-yl)morpholin